O[C@@]1(C(N([C@@H](C1)C(F)(F)F)C)=O)C1=CC(=NO1)C1=NC(=CC=C1)C1=NC(=NC=C1)NC=1C=NN(C1)C (3R,5S)-3-Hydroxy-1-methyl-3-(3-(6-(2-((1-methyl-1H-pyrazol-4-yl)amino)pyrimidin-4-yl)pyridin-2-yl)isoxazol-5-yl)-5-(trifluoromethyl)pyrrolidin-2-one